BrC=1C(=NN(C1C(=O)OC)C=1SC(=C(N1)Br)SC(C)C)C Methyl 4-bromo-1-(4-bromo-5-(isopropylthio) thiazol-2-yl)-3-methyl-1H-pyrazole-5-carboxylate